disodium 6-amino-1,3-naphthalenedisulfonate (R)-1-Ethyl-5-oxopyrrolidin-3-yl-(8-amino-7-fluoro-6-(8-methyl-2,3-dihydro-1H-pyrido[2,3-b][1,4]oxazin-7-yl)isoquinolin-3-yl)carbamate C(C)N1C[C@@H](CC1=O)N(C([O-])=O)C=1N=CC2=C(C(=C(C=C2C1)C1=C(C2=C(OCCN2)N=C1)C)F)N.NC=1C=C2C=C(C=C(C2=CC1)S(=O)(=O)[O-])S(=O)(=O)O.[Na+].[Na+]